C1(=CC=CC=C1)N(C1=CC=C(C=C1)C1(C2=CC=CC=C2C=2C=CC=CC12)C1=CC=C(C=C1)N(C1=CC=CC=C1)C1=CC=CC=C1)C1=CC=CC=C1 9,9-bis(4-diphenylaminophenyl)fluorene